OC(C(=O)C1=CC=C(C=C1)SC)(C)N1CCOCC1 2-hydroxy-1-[4-(methylthio)phenyl]-2-morpholino-1-propanone